FC(C1=C(C#N)C=CC(=C1)N1C=C(C=2[C@@H](C(CCC12)(F)F)O)S(=O)(=O)C(F)F)F (S)-2-(difluoromethyl)-4-(3-((difluoromethyl)sulfonyl)-5,5-difluoro-4-hydroxyl-4,5,6,7-Tetrahydro-1H-indol-1-yl)benzonitrile